2-((1S,4s)-4-(((2R,3S,5R)-3-((N,N-dimethylsulfamoyl)amino)-5-methylpyrrolidin-2-yl)methoxy)cyclohexyl)phenyl trifluoromethanesulfonate FC(S(=O)(=O)OC1=C(C=CC=C1)C1CCC(CC1)OC[C@@H]1N[C@@H](C[C@@H]1NS(N(C)C)(=O)=O)C)(F)F